(R)-N-((S)-1-(2-Chlorophenyl)-2-((3,3-difluorocyclobutyl)amino)-2-oxoethyl)-1-(4-cyanopyridin-2-yl)-N-(5-fluoropyridin-3-yl)-5-oxopyrrolidine-2-carboxamide ClC1=C(C=CC=C1)[C@@H](C(=O)NC1CC(C1)(F)F)N(C(=O)[C@@H]1N(C(CC1)=O)C1=NC=CC(=C1)C#N)C=1C=NC=C(C1)F